(R)-N-((3-(cyclopropylmethoxy)thiophen-2-yl)methyl)-2-(9-(pyridin-2-yl)-6-oxaspiro[4.5]decan-9-yl)ethylamine hydrochloride Cl.C1(CC1)COC1=C(SC=C1)CNCC[C@]1(CCOC2(CCCC2)C1)C1=NC=CC=C1